COC(C1CCN(CC1)C1=C(C(=C(C(=O)OC)C=C1)C=C)F)OC methyl 4-(4-(dimethoxymethyl)piperidin-1-yl)-3-fluoro-2-vinylbenzoate